C1(CCCCC1)C(N1C(=NC2=C1C=CC=C2)C2=C(C(=O)N)C=CC=C2)C(NC2CCCCC2)=O 2-[1-(cyclohexyl-cyclohexylcarbamoyl-methyl)-1H-benzimidazol-2-yl]-benzamide